CNCCC(C1=CC=CC=C1)C1=CC=CC=C1 N-methyl-3,3-diphenylpropylamine